(S)-4-(1-(3-(1-(4-methyl-4H-1,2,4-triazol-3-ylsulfanyl)ethyl)phenyl)-1H-1,2,3-triazol-4-yl)benzonitrile CN1C(=NN=C1)S[C@@H](C)C=1C=C(C=CC1)N1N=NC(=C1)C1=CC=C(C#N)C=C1